C12CCC(C=C1)C2 bicyclo(2.2.1)hept-5-ene